4-(pyrrolidin-1-ylmethyl)-benzaldehyde N1(CCCC1)CC1=CC=C(C=O)C=C1